CC(C(=O)[O-])CC1=C(C=2N(C=C1)C(=NN2)C(F)(F)F)C 2-methyl-3-(8-methyl-3-(trifluoromethyl)-[1,2,4]triazolo[4,3-a]pyridine-7-yl)propanoate